NC=1C=CC=2C3=C(C(OC2C1)=O)CCC3 7-amino-2,3-dihydro-cyclopenta[c]chromen-4(1H)-one